[Si](C)(C)(C(C)(C)C)OCCCN [3-[tert-butyl(dimethyl)silyl]oxypropyl]amine